C(C)(C)OC(=O)C=1C(N(C2=C(C(=C(C=C2C1F)F)F)OC)C1CC1)=O 1-cyclopropyl-6,7-difluoro-8-methoxyfluoroquinolone-3-carboxylic acid isopropyl ester